C1(=CC=CC=C1)P(C1=CC=CC=2C(C3=CC=CC(=C3OC12)P(C1=CC=CC=C1)C1=CC=CC=C1)(C)C)C1=CC=CC=C1 4,5-bis-(diphenylphosphino)9,9-dimethylxanthene